(1s,2r,5r)-3-(2-(2-amino-3-chloro-5-fluoroquinolin-7-yl)ethyl)-5-(7H-imidazo[1,2-c]pyrrolo[3,2-e]pyrimidin-7-yl)cyclopent-3-ene-1,2-diol NC1=NC2=CC(=CC(=C2C=C1Cl)F)CCC=1[C@H]([C@H]([C@@H](C1)N1C=CC=2C=3N(C=NC21)C=CN3)O)O